C(C)[C@H]1NC[C@@H](N(C1)C(=O)OC(C)(C)C)C tert-butyl (2s,5r)-5-ethyl-2-methylpiperazine-1-carboxylate